ClC=1C=C(C=CC1)[C@H](C(=O)N1CC2=C(N=C(NC2=O)C2(CC2)C2=CC(=CC=C2)Cl)CC1)O (R)-6-(2-(3-chlorophenyl)-2-hydroxyacetyl)-2-(1-(3-chlorophenyl)cyclopropyl)-5,6,7,8-tetrahydropyrido[4,3-d]pyrimidin-4(3H)-one